C(C)(C)C12C3C(C(C=C1)C2)C(=O)OC3=O isopropyl-5-norbornene-2,3-dicarboxylic anhydride